ethyl 4-(((tert-butyldimethylsilyl) oxy) methyl)-2-vinylthiazole-5-carboxylate [Si](C)(C)(C(C)(C)C)OCC=1N=C(SC1C(=O)OCC)C=C